C(C)(C)(C)N(C(O)=O)C(C)C1=CC=C(C=C1)C1=NNC(C2=CC=CC=C12)=O.C1(=CC=C(C=C1)N(C1=CC=C(C=C1)C=CC1=CC=C(C=C1)C(=CC1=CC=CC=C1)N(C1=CC=C(C=C1)C)C1=CC=C(C=C1)C)C1=CC=C(C=C1)C)C 4-(di-p-toluylamino)-4'-[(di-p-toluylamino)styryl]stilbene tert-butyl-(1-(4-(4-oxo-3,4-dihydrophthalazin-1-yl)phenyl)ethyl)carbamate